2-(2-chlorophenyl)-N-[3-{[(dimethylamino)methylidene]Sulfamoyl}-4-(4,4,5,5-tetramethyl-1,3,2-dioxaborolan-2-yl)phenyl]3-bromo-5-(trifluoromethoxy)pyridine ClC1=C(C=CC=C1)C1N(C=C(C=C1Br)OC(F)(F)F)C1=CC(=C(C=C1)B1OC(C(O1)(C)C)(C)C)S(N=CN(C)C)(=O)=O